1-(4-(7-(6-amino-4-methyl-3-(trifluoromethyl)pyridin-2-yl)-6-methyl-5,6,7,8-tetrahydroquinazolin-4-yl)piperazin-1-yl)prop-2-en-1-one NC1=CC(=C(C(=N1)C1C(CC=2C(=NC=NC2C1)N1CCN(CC1)C(C=C)=O)C)C(F)(F)F)C